N1[C@H](CCC1)CO (R)-2-pyrrolidinemethanol